FC(C(=O)O)(F)F.ClC1=C(C=C(OCC(=O)NCC2CCNCC2)C=C1)F 2-(4-chloro-3-fluorophenoxy)-N-(piperidin-4-ylmethyl)acetamide 2,2,2-trifluoroacetate salt